4-(4-fluoro-3-(4-(2-(4-(6-hydroxy-2-(4-hydroxyphenyl)benzo[b]thiophene-3-carbonyl)phenoxy)ethyl)piperazine-1-carbonyl)benzyl)phthalazin-1(2H)-one FC1=C(C=C(CC2=NNC(C3=CC=CC=C23)=O)C=C1)C(=O)N1CCN(CC1)CCOC1=CC=C(C=C1)C(=O)C=1C2=C(SC1C1=CC=C(C=C1)O)C=C(C=C2)O